OCC(C)(C)OC1=C(C=C(C=C1)C(C=CC1=C(N=C(S1)C1=CC=C(C=C1)C(F)(F)F)C(C)C)=O)C 1-(4-((1-hydroxy-2-methylpropan-2-yl)oxy)-3-methylphenyl)-3-(4-isopropyl-2-(4-(trifluoromethyl)phenyl)thiazol-5-yl)prop-2-en-1-one